BrC1=C(C=CC=C1OC[C@H]1N(CCCC1)C(C1=C(C=CC=C1)\C=C\OCC)=O)O 2-bromo-3-[[(2S)-1-[2-[(E)-2-ethoxyvinyl]benzoyl]piperidin-2-yl]methoxy]phenol